1-(4-bromothiazol-2-yl)-2-phenylethan-1-one BrC=1N=C(SC1)C(CC1=CC=CC=C1)=O